(S)-N-(6-(7-(4-fluorophenyl)-1,4-oxazepan-4-yl)-2,4-dimethylpyridin-3-yl)-3,3-dimethylbutanamide FC1=CC=C(C=C1)[C@@H]1CCN(CCO1)C1=CC(=C(C(=N1)C)NC(CC(C)(C)C)=O)C